{4-[(4-methoxyphenyl)methoxy]-3-methyl-1-propyl-1H-pyrazol-5-yl}boronic acid COC1=CC=C(C=C1)COC=1C(=NN(C1B(O)O)CCC)C